5-(2-fluoro-6-hydroxy-4-(((4-methylthiazol-2-yl)amino)methyl)phenyl)-1,2,5-thiadiazolidin-3-one 1,1-dioxide FC1=C(C(=CC(=C1)CNC=1SC=C(N1)C)O)N1CC(NS1(=O)=O)=O